(2R,6R)-4-({2-[(2-chloropyrimidin-5-yl)oxy]-6-fluorophenyl}methyl)-6-methyl-1-(2-methylpropanoyl)-N-{[4-(pyrimidin-2-yl)phenyl]methyl}piperazine-2-carboxamide ClC1=NC=C(C=N1)OC1=C(C(=CC=C1)F)CN1C[C@@H](N([C@@H](C1)C)C(C(C)C)=O)C(=O)NCC1=CC=C(C=C1)C1=NC=CC=N1